C(C(C)C)(=O)N1C[C@@H](N(C[C@H]1C)C(C(=O)NC1=NC(=C(C(=O)N)C=C1)OC)=O)C1=CC(=CC=C1)N1CCN(CC1)C (2-((2S,5R)-4-isobutyryl-5-methyl-2-(3-(4-methylpiperazin-1-yl)phenyl)piperazin-1-yl)-2-oxoacetamido)-2-methoxynicotinamide